benzofuran-4-carboxamide O1C=CC=2C1=CC=CC2C(=O)N